N-{[2-fluoro-3-methoxy-6-(4-methyl-1,2,3-triazol-1-yl)phenyl]methyl}-1-({5-methyl-4H,6H,7H-pyrazolo[1,5-a]pyrazin-2-yl}methyl)-3-(trifluoromethyl)pyrazole-4-carboxamide FC1=C(C(=CC=C1OC)N1N=NC(=C1)C)CNC(=O)C=1C(=NN(C1)CC1=NN2C(CN(CC2)C)=C1)C(F)(F)F